CC=1C(=C(C=C(C1)C)C(=CCC)C1=C(C(=CC(=C1)C)C)O)O 1,1-bis-(3,5-dImethyl-2-hydroxyphenyl)butaneN